2-Cyclopropyl-3-methyl-9-(1H-pyrazol-4-yl)imidazo[2,1-f][1,6]naphthyridine C1(CC1)C=1N=C2C=3C=C(C=NC3C=CN2C1C)C=1C=NNC1